tert-butyl (9-methoxy-9H-fluorene-3-carbonyl)glycinate COC1C2=CC=CC=C2C=2C=C(C=CC12)C(=O)NCC(=O)OC(C)(C)C